N1(CCNCC1)CC(C(C)O)O 4-(1-piperazinyl)-2,3-butanediol